((2-((2-cyanoethoxy)methyl)-2-methylpropane-1,3-diyl)bis(oxy))dipropanenitrile C(#N)CCOCC(COCCC#N)(COCCC#N)C